N1=CC=C(C=C1)N1CCN(C2=CC=CC=C12)C(CCN1CCCC1)=O 1-(4-(pyridin-4-yl)-3,4-dihydroquinoxalin-1(2H)-yl)-3-(pyrrolidin-1-yl)propan-1-one